FC(C=1C=CC=NC1)(F)F (RS)-5-Trifluoromethyl-pyridin